ClC=1C(=C(C(=C(C1)C)C=1C=CC=2C(N1)=NN(C2)C2CCOCC2)O)F 3-chloro-2-fluoro-5-methyl-6-(2-(tetrahydro-2H-pyran-4-yl)-2H-pyrazolo[3,4-b]pyridin-6-yl)phenol